(2-cyano-2-(2-(3,5-dichloro-4-((2-ethyl-1-oxo-1,2,3,4-tetrahydroisoquinolin-6-yl)oxy)phenyl)hydrazino)acetyl)carbamic acid ethyl ester C(C)OC(NC(C(NNC1=CC(=C(C(=C1)Cl)OC=1C=C2CCN(C(C2=CC1)=O)CC)Cl)C#N)=O)=O